BrC=1C=NN2C1N=C(N=C2NCC=2NC(=CN2)C2=C(C=CC=C2)Cl)N2CCOCC2 8-bromo-N-{[5-(2-chlorophenyl)-1H-imidazol-2-yl]methyl}-2-(morpholin-4-yl)pyrazolo[1,5-a][1,3,5]triazin-4-amine